CC1=NOC(=C1C=1C=C2C(=NC1)C(=CN2C2=C(C=C(C(=O)O)C=C2OCC)OCC)C=2C=NC(=NC2)OC)C 4-(6-(3,5-dimethylisoxazol-4-yl)-3-(2-methoxypyrimidin-5-yl)-1H-pyrrolo[3,2-b]pyridin-1-yl)-3,5-diethoxybenzoic acid